Cl.ClC1=C(C2=C(OC3=C2N=CN=C3NC3CN(C3)C3=NC=C(C=N3)C(F)(F)F)N=C1C)C 8-chloro-7,9-dimethyl-N-[1-[5-(trifluoromethyl)pyrimidin-2-yl]azetidin-3-yl]pyrido[3',2':4,5]furo[3,2-d]pyrimidin-4-amine hydrochloride